(4,4-Dimethyl-3-methylpent-1-ynyl)benzene CC(C(C#CC1=CC=CC=C1)C)(C)C